di-oxalic acid diacrylate C(C=C)(=O)O.C(C=C)(=O)O.C(C(=O)O)(=O)O.C(C(=O)O)(=O)O